Butyl 3-hydroxy-3-(3,4,5-trimethoxyphenyl)azetidine-1-carboxylate OC1(CN(C1)C(=O)OCCCC)C1=CC(=C(C(=C1)OC)OC)OC